C(C)[C@]12CC[C@@](C[C@H]1CC[C@H]1[C@@H]3CCC[C@@H]([C@]3(CC[C@H]21)C)CNS(=O)(=O)C2=CC=CC=C2)(C)O N-(((1S,4aS,4bS,6aR,8R,10aS,10bS,12aS)-10a-ethyl-8-hydroxy-8,12a-dimethyloctadecahydrochrysen-1-yl)methyl)benzenesulfonamide